ClC1=C(C(=CC=2CN3[C@@H](COC21)CN(CC3)C(C=C)=O)F)C3=C(C(=CC=C3O)F)F 1-[(12aR)-10-Chloro-9-(2,3-difluoro-6-hydroxyphenyl)-8-fluoro-3,4,12,12a-tetrahydro-6H-pyrazino[2,1-c][1,4]benzoxazepin-2(1H)-yl]prop-2-en-1-one